(thiazol-5-ylmethyl)pyridazine-3-carboxamide S1C=NC=C1CC1=C(N=NC=C1)C(=O)N